(S)-(1-(3-chloro-2-oxo-5-(4-(5-(trifluoromethyl) pyrimidin-2-yl) piperazine-1-carbonyl) pyridin-1(2H)-yl) propan-2-yl) tert-butylcarbamate C(C)(C)(C)NC(O[C@H](CN1C(C(=CC(=C1)C(=O)N1CCN(CC1)C1=NC=C(C=N1)C(F)(F)F)Cl)=O)C)=O